CN(C)CCCCC N,N-dimethylpentylamine